ClC1=C(C=CC=C1)CC(=O)NC1=CC(=C(C=C1)C=1C=NN2C1N=CC=C2)S(N=CN(C)C)(=O)=O 2-(2-chlorophenyl)-N-[3-{[(dimethylamino)methylene]sulfamoyl}-4-(pyrazolo[1,5-a]pyrimidin-3-yl)phenyl]acetamide